2-amino-1,4-benzenedicarboxylic acid (2-amino-1,4-benzenedicarboxylate) NC1=C(C=CC(=C1)C(=O)O)C(=O)O.NC1=C(C=CC(=C1)C(=O)O)C(=O)O